benzyl ((7-(3-fluorophenyl)-3-azabicyclo[4.1.0]heptan-7-yl)methyl)carbamate hydrochloride Cl.FC=1C=C(C=CC1)C1(C2CCNCC12)CNC(OCC1=CC=CC=C1)=O